OC1=CC=C(C=C1)S(=O)(=O)[O-].[K+] potassium para-hydroxybenzenesulfonate